CC=1C=C2C=NC=[N+](C2=CC1)[O-] 6-methyl-quinazolin-1-oxide